C1(=CC=CC=C1)C(N1N=CC(=C1)C(C)N)(C1=CC=CC=C1)C1=CC=CC=C1 1-(1-(Triphenylmethyl)-1H-pyrazol-4-yl)ethan-1-amine